N1(N=CC=C1)C1=CC=C(C=N1)N1C(N(C2=C(C1=O)C(=C(S2)C2=CC=C(C=C2)NC(=O)NCC)CN(C)C)CC2=C(C=CC=C2F)F)=O 1-(4-(3-(6-(1H-pyrazol-1-yl)pyrid-3-yl)-1-(2,6-difluorobenzyl)-5-((dimethyl-amino)methyl)-2,4-dioxo-1,2,3,4-tetrahydrothieno[2,3-d]pyrimidin-6-yl)phenyl)-3-ethyl-urea